tricyclo[5.2.1.02,6]Deca-3,8-Diene C12C3C=CCC3C(C=C1)C2